NC=1SC(=CN1)C=1C=C(C=CC1)NC1CCN(CC1)C(=O)OCC1=CC(=CC(=C1)Cl)Cl 3,5-dichlorobenzyl 4-((3-(2-aminothiazol-5-yl)phenyl)amino)piperidine-1-carboxylate